NC1=NC=C(C=N1)C#CC=1C=C(C(=O)O)C=CC1OC(F)F 3-[(2-Aminopyrimidin-5-yl)ethynyl]-4-(difluoromethoxy)benzoic acid